C(#N)C1=CC(=C(COC2=C(C=CC(=N2)C2=CC(N(C=C2F)CC2=NC3=C(N2[C@@H]2COCC2(C)C)C=C(C=C3F)C(=O)O)=O)F)C=C1)F (S)-2-((6-((4-cyano-2-fluorobenzyl)oxy)-5,5'-difluoro-2'-oxo-[2,4'-bipyridin]-1'(2'H)-yl)methyl)-1-(4,4-dimethyltetrahydrofuran-3-yl)-4-fluoro-1H-benzo[d]imidazole-6-carboxylic acid